N-(1-methylethyl)-pyrrolidinecarboxamide CC(C)NC(=O)N1CCCC1